2-methylpropyl-carbamic acid tert-butyl ester C(C)(C)(C)OC(NCC(C)C)=O